10-hydroxy-6-methyl-N-(4-methyl-2-(6-methylpyrimidin-4-yl)phenyl)-8-oxo-6,7-diazaspiro[4.5]dec-9-ene-9-carboxamide OC1=C(C(NN(C12CCCC2)C)=O)C(=O)NC2=C(C=C(C=C2)C)C2=NC=NC(=C2)C